N1CC(C1)CN(C1=CC=C(C=C1)NC1=NC=CC(=N1)NC1=NC(=NC=C1)C1=NC(=CC=C1)C)C N2-[4-[azetidin-3-ylmethyl(methyl)amino]phenyl]-N4-[2-(6-methyl-2-pyridyl)pyrimidin-4-yl]pyrimidine-2,4-diamine